C(#N)C1=C(C(=CC2=CC=CC=C12)F)C1=C(C=NN1C)C1=CC(=C2C(NN=C(C2=C1)CNC(OC(C)(C)C)=O)=O)OCC tert-butyl N-[[7-[5-(1-cyano-3-fluoro-2-naphthyl)-1-methyl-pyrazol-4-yl]-5-ethoxy-4-oxo-3H-phthalazin-1-yl]methyl]carbamate